F[C@H]1C[C@H](N(C1)C(CN1C[C@H](CC1)NC=1C=C2C=CC=NC2=CC1)=O)C#N (2S,4S)-4-fluoro-1-[2-[(3S)-3-(6-quinolinylamino)pyrrolidin-1-yl]acetyl]pyrrolidine-2-carbonitrile